CC=1C=C2C(C(NC2=CC1)=O)=NN=C1SCC(N1C1=CC=C(C=C1)OC)=O 5-methyl-3-(2-(3-(4-methoxyphenyl)-4-oxothiazolidin-2-ylidene)hydrazono)-1H-indol-2-one